COC1=C(C(=CC=C1)OC)N1C(=NN=C1C1=NC(=CC=C1)OCC)C(=O)NS(=O)(=O)[C@@H](C)C1=CC=CC=C1 (S)-4-(2,6-dimethoxyphenyl)-5-(6-ethoxypyridin-2-yl)-N-((1-phenylethyl)sulfonyl)-4H-1,2,4-triazole-3-carboxamide